BrC=1C(=CC(=NC1)C(C)(C)C)CO (5-bromo-2-(tert-butyl)pyridin-4-yl)methanol